(E)-4-bromo-2,6-difluorobenzene BrC1=CC(=CC(=C1)F)F